(2-fluorophenyl)(3-phenylprop-2-yn-1-yl)aminothioformylfluoride FC1=C(C=CC=C1)N(CC#CC1=CC=CC=C1)C(=S)F